[2,4'-bipyridine]-4,5,6-triamine N1=C(C=C(C(=C1N)N)N)C1=CC=NC=C1